9-bromo-16β-methylpregna-1,4-diene Br[C@@]12[C@]3(C=CCC=C3CC[C@H]1[C@@H]1C[C@@H]([C@H](CC)[C@]1(CC2)C)C)C